1,3-dihydro-2-oxobenzo[c]thiophene-5,6-disulfonic acid O=S1CC2=C(C1)C=C(C(=C2)S(=O)(=O)O)S(=O)(=O)O